O[C@@H](C(=O)NC=1C=C2C=C(N(C2=CC1)C(=O)OC(C)(C)C)C(=O)OC(C)(C)C)CC1=CC=CC=C1 Di-tert-butyl (R)-5-(2-hydroxy-3-phenylpropionamido)-1H-indole-1,2-dicarboxylate